BrC1=C2C(=NN(C2=CC=C1)C1OCCCC1)F 4-bromo-3-fluoro-1-(tetrahydro-2H-pyran-2-yl)-1H-indazole